(S)-2-methylsulfonyl-methylbenzenesulfonamide CS(=O)(=O)C1=C(C=CC=C1C)S(=O)(=O)N